Cl.F[C@@H]1C[C@H](NC1)C(=O)N (2S,4R)-4-fluoropyrrolidine-2-carboxamide hydrochloride